5-ethyl-1H-1,2,4-triazol-3-amine C(C)C1=NC(=NN1)N